CC(C=CC=1C=CC(=NC1)OC)CCC=C(C)C 5-(3,7-dimethyloct-1,6-dienyl)-2-methoxypyridine